BrC1=C(SC=2N3C(COCC21)=NN=C3C)C 3-bromo-2,9-dimethyl-4H,6H-thieno[2,3-e][1,2,4]triazolo[3,4-c][1,4]oxazepine